((6-(difluoromethoxy)-2-(2''-fluoro-2,2'-dimethyl-4''-(pyrrolidin-1-ylmethyl)-[1,1':3',1''-terphenyl]-3-yl)benzo[d]oxazol-5-yl)methyl)-L-proline FC(OC1=CC2=C(N=C(O2)C=2C(=C(C=CC2)C2=C(C(=CC=C2)C2=C(C=C(C=C2)CN2CCCC2)F)C)C)C=C1CN1[C@@H](CCC1)C(=O)O)F